(R)-3-((5-chloro-1H-indol-2-yl)methyl)-1-methyl-1-(1-(2-(1-methyl-1H-pyrazol-4-yl)acetyl)piperidin-3-yl)urea ClC=1C=C2C=C(NC2=CC1)CNC(N([C@H]1CN(CCC1)C(CC=1C=NN(C1)C)=O)C)=O